6-bromo-2-[[6-(1-ethylpyrazol-3-yl)oxy-3-pyridyl]amino]-8-methyl-pyrido[2,3-d]pyrimidin-7-one BrC1=CC2=C(N=C(N=C2)NC=2C=NC(=CC2)OC2=NN(C=C2)CC)N(C1=O)C